FC(C)(C)C=1N(C=CN1)CC1=CC=C(C=C1)C=1N=C(SC1S(=O)(=O)NC(OCCCC)=O)CCC butyl ((4-(4-((2-(2-fluoropropan-2-yl)-1H-imidazol-1-yl)methyl)phenyl)-2-propyl thiazol-5-yl)sulfonyl)carbamate